N-(2-(2-(2-methoxy-7-methylquinoxalin-5-yl)-4-methylbenzo[d]thiazol-6-yloxy)ethyl)-4-methylbenzenesulfonamide COC1=NC2=CC(=CC(=C2N=C1)C=1SC2=C(N1)C(=CC(=C2)OCCNS(=O)(=O)C2=CC=C(C=C2)C)C)C